Methyl (E)-3-(4-((4-(N-methyl-N-phenylsulfamoyl)phenyl)carbamoyl)phenyl)acrylate CN(S(=O)(=O)C1=CC=C(C=C1)NC(=O)C1=CC=C(C=C1)/C=C/C(=O)OC)C1=CC=CC=C1